6-chloro-1-methyl-3-vinyl-pyrazolo[3,4-b]Pyridine ClC1=CC=C2C(=N1)N(N=C2C=C)C